2-hydroxy-4-(7-hydroxy-4-oxo-2,3-dihydro-4H-chromen-2-yl)phenolate OC1=C(C=CC(=C1)C1OC2=CC(=CC=C2C(C1)=O)O)[O-]